(2,6-dioxopiperidin-3-yl)-5-(2-(2-hydroxyethoxy)ethoxy)isoindoline-1,3-dione O=C1NC(CCC1N1C(C2=CC=C(C=C2C1=O)OCCOCCO)=O)=O